NC=1C(=C(C=CC1F)NC(O)=O)Cl (3-amino-2-chloro-4-fluorophenyl)carbamic acid